C(C)(C)(CC)OC(O)=O.S1C(=CC=2C1=C1N(N2)CCC1)C=O (7,8-dihydro-6H-pyrrolo[1,2-b]thieno[2,3-d]pyrazol-2-yl)methanone t-Amylcarbonat